3-(2-tert-butylpyrazol-3-yl)-5-(4-chlorophenyl)-N-(1-hydroxy-2-methylpropan-2-yl)benzamide C(C)(C)(C)N1N=CC=C1C=1C=C(C(=O)NC(CO)(C)C)C=C(C1)C1=CC=C(C=C1)Cl